C(CC(=O)[O-])(=O)OC 1-methyl malonate